[Zr].[Zn].[Mn].[Sb].[Pb] lead antimony manganese-zinc-zirconium